FC12CC(C1)(C2)CNCC=2C=CC=1N(C2)C=C(N1)CN1N=NC(=C1)C=1C=NC=C(C1)N1CC(CC1)F 1-(3-fluorobicyclo[1.1.1]pentan-1-yl)-N-((2-((4-(5-(3-fluoropyrrolidin-1-yl)pyridin-3-yl)-1H-1,2,3-triazol-1-yl)methyl)imidazo[1,2-a]pyridin-6-yl)methyl)methylamine